2-(3-cyclohexyl-1-methylureido)-5-oxo-5H-thieno[3,2-b]pyran-6-carboxylic acid C1(CCCCC1)NC(N(C)C1=CC=2OC(C(=CC2S1)C(=O)O)=O)=O